((2-hydroxyethyl)(methyl)amino)-1-phenylethan-1-ol OCCN(C)C(C)(O)C1=CC=CC=C1